2-(2'-Hydroxy-3'-methallyl-5'-methylphenyl)benzotriazole OC1=C(C=C(C=C1CC(C)=C)C)N1N=C2C(=N1)C=CC=C2